N1(N=NN=C1)CC(=O)O 2-(1H-tetrazole-1-yl)acetic acid